2-(2-isopropylphenyl)-7-(4-(1-methyl-4-(trifluoromethyl)-1H-imidazol-2-yl)benzyl)furo[3,2-d]pyrimidine C(C)(C)C1=C(C=CC=C1)C=1N=CC2=C(N1)C(=CO2)CC2=CC=C(C=C2)C=2N(C=C(N2)C(F)(F)F)C